N4-(benzo[d]oxazolin-2(3H)-one-5-yl)-N2-[2-(4-ethylpiperazin-1-yl)-3-fluoropyridine-5-yl]-5-methyl-2,4-pyrimidinediamine O1C(NC2=C1C=CC(=C2)NC2=NC(=NC=C2C)NC=2C=C(C(=NC2)N2CCN(CC2)CC)F)=O